ClC=1C=C(C=C(C1)Cl)C1(CC(=NO1)C1=CC(=C(C(=O)[O-])C=C1)C)C(F)(F)F.[Na+] sodium 4-(5-(3,5-Dichlorophenyl)-5-(trifluoro methyl)-4,5-dihydroisoxazol-3-yl)-2-methylbenzoate